CS(=O)(=O)OC(C(=O)O)C 2-(methanesulfonyloxy)propionic acid